ClC1=NC=C(C(=N1)NCC1=CC=C(C=C1)C=1N=C(OC1C)C(F)(F)F)N 2-chloro-N4-[[4-[5-methyl-2-(trifluoromethyl)oxazol-4-yl]phenyl]methyl]pyrimidine-4,5-diamine